CC1=C(C(=CC=C1)C)N1C[C@@H](CC1)N1C(N(C=2C(C1)=CN(N2)C)CC2=C(C=CC=C2)C(F)(F)F)=O 5-[(R)-1-(2,6-dimethyl-phenyl)-pyrrolidin-3-yl]-2-methyl-7-(2-trifluoromethyl-benzyl)-2,4,5,7-tetrahydro-pyrazolo[3,4-d]pyrimidin-6-one